5-bromo-N-(2-cyclopropylpropan-2-yl)-4-(difluoromethyl)pyridin-2-amine BrC=1C(=CC(=NC1)NC(C)(C)C1CC1)C(F)F